NC1=NC=CC=C1S(=O)(=O)N 2-amino-3-pyridinesulfonamide